CN1N=NC(=C1)S(=O)(=O)N1CCC(CC1)C=1C(=CC=2N(C1)N=CN2)C(F)(F)F 6-(1-((1-methyl-1H-1,2,3-triazol-4-yl)sulfonyl)piperidin-4-yl)-7-(trifluoromethyl)-[1,2,4]triazolo[1,5-a]pyridine